2-(2-(4-(3-(5-cyano-1H-indol-3-yl)propyl)piperazin-1-yl)pyrimidin-5-yl)-4-methylthiazole-5-formamide C(#N)C=1C=C2C(=CNC2=CC1)CCCN1CCN(CC1)C1=NC=C(C=N1)C=1SC(=C(N1)C)C(=O)N